2-methyl-1,3-dinitrobenzene CC1=C(C=CC=C1[N+](=O)[O-])[N+](=O)[O-]